methyl 6-isopropyl-3-methyl-5-(8-methyl-[1,2,4]triazolo[1,5-a]pyridin-6-yl)-4H-thieno[3,2-b]pyrrole-2-carboxylate C(C)(C)C=1C2=C(NC1C=1C=C(C=3N(C1)N=CN3)C)C(=C(S2)C(=O)OC)C